N1=C(C=CC=C1)N1N=C(N=C1)C(=O)O 1-(pyridin-2-yl)-1H-1,2,4-triazole-3-carboxylic acid